ClC=1C=C(C=CC1F)NC(N(CC1=NNC(=C1C)C(F)(F)F)C=1C=NC(=CC1)OC)=O 3-(3-chloro-4-fluorophenyl)-1-(6-methoxypyridin-3-yl)-1-((4-methyl-5-(trifluoromethyl)-1H-pyrazol-3-yl)methyl)urea